C(CC)N[Si](CCC)(CCC)NCCC bis(n-propylamino)di-n-propylsilane